Cl.NCCNC(=O)C1=CC2=C(N(C3=CC=CC=C23)CC2=CC=CC=C2)C(=N1)C1=CC=C(C=C1)OC N-(2-aminoethyl)-9-benzyl-1-(4-methoxyphenyl)pyrido[3,4-b]indole-3-carboxamide hydrochloride